N[C@H](C(C(=O)NC1CC1)O)C[C@H]1C(NC(C1)(C)C)=O |o1:11| (3S)-3-amino-N-cyclopropyl-4-((R*)-5,5-dimethyl-2-oxopyrrolidin-3-yl)-2-hydroxybutanamide